C(C)(C)N1CC(C1)NC1=C2C(=NC(=N1)C1=CC=C(C=C1)[N+](=O)[O-])NN=C2C N-(1-isopropylazetidin-3-yl)-3-methyl-6-(4-nitrophenyl)-1H-pyrazolo[3,4-d]pyrimidin-4-amine